C(C)(C)(C)OC(=O)NCC1=C(C(=O)OC)C=CC=C1 methyl 2-(((tert-butoxycarbonyl)amino)methyl)benzoate